CC1=C(C[C@H]2N(CCCCC2)C2=NC(=CC(N2)=O)N2CCOCC2)C=CC=C1 (S)-2-(2-(2-methylbenzyl)azepan-1-yl)-6-morpholinopyrimidin-4(3H)-one